C(C1=CC=CC=C1)(=O)O.C(C1=CC=CC=C1)(=O)O.C(CCCCCCCCCCCCCCCCC)NCCNCCCCCCCCCCCCCCCCCC.C(CN)N ethylenediamine bis-stearyl ethylenediamine dibenzoate